(2-(2,3-dimethylphenylamino)-5-methylpyrimidin-4-ylamino)benzo[d]oxazol-2(3H)-one CC1=C(C=CC=C1C)NC1=NC=C(C(=N1)NN1C(OC2=C1C=CC=C2)=O)C